CCN(CC)C(=O)C1(CC1CN)C2=CC=CC=C2.Cl 2-(aminomethyl)-N,N-diethyl-1-phenylcyclopropanecarboxamide hydrochloride